4-(2,4,6-trifluorophenyl)but-3-en-2-one FC1=C(C(=CC(=C1)F)F)C=CC(C)=O